4-(1,2-dihydroxyethyl)-1-(4-(trifluoromethoxy)phenyl)-1H-pyrazolo[3,4-b]pyridine-3-carbonitrile OC(CO)C1=C2C(=NC=C1)N(N=C2C#N)C2=CC=C(C=C2)OC(F)(F)F